(1s,2R,3R,4R)-1-((2R)-2-((4R,5R)-2-(3,5-difluorophenyl)-5-hydroxy-1,3-dioxan-4-yl)-2-hydroxyethyl)-3,4-dihydroxy-2-(hydroxymethyl)pyrrolidin-1-ium FC=1C=C(C=C(C1)F)C1OC[C@H]([C@H](O1)[C@@H](C[NH+]1[C@@H]([C@H]([C@@H](C1)O)O)CO)O)O